C([O-])([O-])=O.C[N+](CCCCCCCC)(CCCCCCCC)CCCCCCCC.C[N+](CCCCCCCC)(CCCCCCCC)CCCCCCCC methyltrioctyl-ammonium carbonate